(1r,2s)-5'-methoxy-2-{3-[2-methoxy-5-(morpholine-4-carbonyl)anilino]-1H-indazol-6-yl}spiro[cyclopropane-1,3'-indol]-2'(1'H)-one COC=1C=C2[C@]3(C(NC2=CC1)=O)[C@@H](C3)C3=CC=C1C(=NNC1=C3)NC3=C(C=CC(=C3)C(=O)N3CCOCC3)OC